FC1=C(C=CC=C1F)C1N(CCC1)C=1N=CC(=NC1)C(=O)N[C@H](C)\C=C\S(=O)(=O)C 5-(2-(2,3-Difluorophenyl)pyrrolidin-1-yl)-N-((R,E)-4-(methylsulfonyl)but-3-en-2-yl)pyrazine-2-carboxamide